2-cyclohexyl-5-(2,4,5-trifluorostyryl)-1,3-benzenediol C1(CCCCC1)C1=C(C=C(C=C1O)C=CC1=C(C=C(C(=C1)F)F)F)O